FC1=C(C=C(C=C1OC)OC)C1CCCC2=C(NN=C2C2=NN(C=C2NC(C=C)=O)C)C1 N-(3-(7-(2-fluoro-3,5-dimethoxyphenyl)-1,4,5,6,7,8-hexahydrocyclohepta[c]pyrazol-3-yl)-1-methyl-1H-pyrazol-4-yl)Acrylamide